aminochlorophenol NC=1C(=C(C=CC1)O)Cl